CC1=C(C=CC=C1)C#N 2-methylbenzene-carbonitrile